5-(4,6-dichloropyridin-2-yl)-2,4-difluorobenzonitrile ClC1=CC(=NC(=C1)Cl)C=1C(=CC(=C(C#N)C1)F)F